OCCN(C(=O)C12CC(C1)(C2)C(=O)NC=2SC1=C(C(=NC(=C1C1=CC=CC=C1)F)OC)N2)C Bicyclo[1.1.1]pentane-1,3-dicarboxylic acid (6-fluoro-4-methoxy-7-phenyl-thiazolo[4,5-c]pyridin-2-yl)-amide (2-hydroxyethyl)-methylamide